N(=NC(C(=O)NCCCCCC)(C)C)C(C(=O)NCCCCCC)(C)C 2,2'-azobis(N-hexyl-2-methylpropionamide)